C(C)OC=1C2=C(N=C(N1)SC)N(C(C=C2)=O)C(C)C 4-ethoxy-2-(methylsulfanyl)-8-(propan-2-yl)pyrido[2,3-D]pyrimidin-7(8H)-one